(S)-3-(1-(6-ethoxy-5-methoxypyridin-2-yl)-2-(methylsulfonyl)ethyl)-6-bromo-7-methyl-1H-imidazo[4,5-b]pyridin-2(3H)-one C(C)OC1=C(C=CC(=N1)[C@@H](CS(=O)(=O)C)N1C(NC=2C1=NC=C(C2C)Br)=O)OC